N[C@@H]1CN(CCC1)C1=CC(=NC=C1C=1C=NN(C1)[C@H]1COCC1)NC1=NC(=NC=C1)C1=C(C=CC=C1OC)F N-(4-((S)-3-aminopiperidin-1-yl)-5-(1-((R)-tetrahydrofuran-3-yl)-1H-pyrazol-4-yl)pyridin-2-yl)-2-(2-fluoro-6-methoxyphenyl)pyrimidin-4-amine